6-(5-chloropyrimidin-2-yl)-2-azaspiro[3.3]heptane hydrobromide Br.ClC=1C=NC(=NC1)C1CC2(CNC2)C1